1-butyl-4-methylimidazole C(CCC)N1C=NC(=C1)C